FC=1C=C(C=O)C=CC1N1CCCCC1 3-fluoro-4-(piperidin-1-yl)-benzaldehyde